N-{[2-fluoro-3-methoxy-6-(4-methyl-1H-1,2,3-triazol-1-yl)phenyl]methyl}-3-(methoxymethyl)-1-{[6-(propan-2-yl)-5,6,7,8-tetrahydro-1,6-naphthyridin-3-yl]methyl}-1H-pyrazole-4-carboxamide FC1=C(C(=CC=C1OC)N1N=NC(=C1)C)CNC(=O)C=1C(=NN(C1)CC=1C=NC=2CCN(CC2C1)C(C)C)COC